pentabromooxyphosphorus BrOP(OBr)(OBr)(OBr)OBr